4-[[[3-(3,4-dimethoxyphenyl)-2,5-dimethyl-pyrazolo[1,5-a]pyrimidin-7-yl]amino]methyl]benzenesulfonamide COC=1C=C(C=CC1OC)C=1C(=NN2C1N=C(C=C2NCC2=CC=C(C=C2)S(=O)(=O)N)C)C